O[C@@H]1C(C=C2CC[C@H]3[C@@H]4C[C@@H](C([C@@]4(C)CC[C@@H]3[C@]2(C1)C)=O)O)=O 2β,16β-dihydroxyandrost-4-ene-3,17-dione